SCC(=O)O 2-Sulfanylacetic acid